COC1CCC(CC1)CC#N 2-((1s,4s)-4-methoxycyclohexyl)acetonitrile